BrC1=CC=C(C=C1)C1=C(C(=NN1C1=C(C=C(C=C1)Cl)Cl)C(=O)O)C 5-(4-Bromophenyl)-1-(2,4-Dichlorophenyl)-4-Methyl-1H-Pyrazole-3-Carboxylic Acid